3-chloro-4-methoxy-N-[5-[5-(2-methoxyethoxy)-1H-benzimidazol-2-yl]-1H-pyrazol-3-yl]benzamide ClC=1C=C(C(=O)NC2=NNC(=C2)C2=NC3=C(N2)C=CC(=C3)OCCOC)C=CC1OC